ClC1=CC(=C(C(=C1C(=O)C1=CC=C(C=C1)CCC)OC)OC)OC (6-chloro-2,3,4-trimethoxyphenyl)(4-propylphenyl)methanone